C1(CC1)COC1=CC=C(C=N1)C=1C=C2CC(C(C2=CC1)NC(O[C@@H]1CN2CCC1CC2)=O)(CC)CC (S)-quinuclidin-3-yl (5-(6-(cyclopropylmethoxy)pyridin-3-yl)-2,2-diethyl-2,3-dihydro-1H-inden-1-yl)carbamate